C(C)(C)(C)OC(N[C@H]1C[C@@H]([C@H](CC1)C)O)=O (1R,3S,4S)-3-hydroxy-4-methylcyclohexyl-carbamic acid tert-butyl ester